COC1=CC=C(CSC=2C=C3C(=NC2)C=CN3C(=O)OC(C)(C)C)C=C1 tert-butyl 6-((4-methoxybenzyl)thio)-1H-pyrrolo[3,2-b]pyridine-1-carboxylate